C1(C2=C(C(=O)O1)CCCC2)=O 3,4,5,6-tetrahydrophthalic acid, anhydride